11-(4-Fluorobenzyl)-3-(4-fluorophenyl)-11H-imidazo[1',2':1,2]pyrido[3,4-b]indole FC1=CC=C(CN2C3=C(C4=CC=CC=C24)C=CN2C3=NC=C2C2=CC=C(C=C2)F)C=C1